ClC1=CC=C(C=C1)C1=NN(C[C@@H]1C1=CC=CC=C1)\C(\NCCS(N)(=O)=O)=N/S(=O)(=O)C1=CC(=CC(=C1)F)F (S,Z)-3-(4-chlorophenyl)-N'-((3,5-difluorophenyl)sulfonyl)-4-phenyl-N-(2-sulfamoylethyl)-4,5-dihydro-1H-pyrazole-1-carboximidamide